4-bromo-6-chloro-2-((2-(trimethylsilyl)ethoxy)methyl)-2,7-naphthyridin-1(2H)-one BrC1=CN(C(C2=CN=C(C=C12)Cl)=O)COCC[Si](C)(C)C